C(C)C1=NC2=C(C=C(C=C2C(N1C1=C(C=C(C=C1)F)C)=O)/C=C/C(=O)NO)F (E)-3-(2-ethyl-8-fluoro-3-(4-fluoro-2-methylphenyl)-4-oxo-3,4-dihydroquinazolin-6-yl)-N-hydroxyacrylamide